ClC1=C2C(=C3C(=NC(=NC3=C1F)Cl)N1CC3CCC(C1)N3C(=O)OC(C)(C)C)NN=N2 tert-butyl 3-(4,7-dichloro-5-fluoro-1H-[1,2,3]triazolo[4,5-f]quinazolin-9-yl)-3,8-Diazabicyclo[3.2.1]octane-8-carboxylate